(2-((1-cyclopropyl-1H-pyrazol-4-yl)amino)-5-(difluoromethyl)pyrimidin-4-yl)-2-fluorobenzoic acid methyl ester COC(C1=C(C(=CC=C1)C1=NC(=NC=C1C(F)F)NC=1C=NN(C1)C1CC1)F)=O